C(C1=CC=CC=C1)(=O)NC(NC1CCN(CC1)C(=O)OC(C)(C)C)=O tert-Butyl 4-(3-benzoylureido)piperidine-1-carboxylate